C1(=CC=CC=C1)S(=O)(=O)NC(CC=1C=C(C(=NO)N)C=CC1)C=1SC2=C(N1)C=CC(=C2)OCC 3-[2-(benzenesulfonamido)-2-(6-ethoxy-1,3-benzothiazol-2-yl)ethyl]-N'-hydroxy-benzamidine